C12CSCC(CC1)N2C2=C(C=C(C=C2)N2C(O[C@H](C2)CO)=O)F (5R)-3-(4-(3-thia-8-aza-bicyclo[3.2.1]oct-8-yl)-3-fluorophenyl)-5-(hydroxymethyl)oxazolidin-2-one